COC=1C=C(C=CC1)C(C)OC(C)(C)C=1N=C(SC1)NC(=O)C=1N(C=CC1)CC1=CC=NC=C1 N-(4-(2-(1-(3-methoxyphenyl)ethoxy)propan-2-yl)thiazol-2-yl)-1-(pyridin-4-ylmethyl)-1H-pyrrole-2-carboxamide